(hydroxymethyl)-1-methylpyridin-2(1H)-one OCC=1C(N(C=CC1)C)=O